4-(3-(dimethylamino)propoxy)phenylboronic acid CN(CCCOC1=CC=C(C=C1)B(O)O)C